ClC=1C=C(C=NC1)C=1N=NN(C1)[C@H](C(=O)N1[C@@H](C[C@H](C1)O)C(=O)NC)C(C)(C)C (2S,4R)-1-[(2S)-2-[4-(5-chloro-3-pyridyl)triazol-1-yl]-3,3-dimethyl-butanoyl]-4-hydroxy-N-methyl-pyrrolidine-2-carboxamide